C(C)(C)OC(CCCN)=O (4-isopropoxy-4-oxobutyl)amine